BrCC(=O)NCCN1CCOCC1 2-bromo-N-(2-morpholinoethyl)acetamide